ClC1=C(C=C(C(=C1)Cl)C(=O)N1C[C@H](O[C@H](C1)C)C)S(=O)(=O)NC1=C(C=CC=C1)F 2,4-dichloro-5-((2R,6S)-2,6-dimethylmorpholine-4-carbonyl)-N-(2-fluorophenyl)benzenesulfonamide